3-(methyl-mercapto)propioamidine CSCCC(=N)N